tert.-butylperoxypivalate C(C)(C)(C)CC(C(=O)O[O-])(C)C